OC1C(C=2C(=C3C=CC(OC3=CC2)(C)C)OC1)=O 3-hydroxy-8,8-dimethyl-2,3-dihydropyrano[2,3-f]Chromen-4(8H)-one